ClC1=CC=C(OC2=CC=C(C=C2)C=2N=C(SC2CCC)C2CCN(CC2)CCCCC=2N(C3=CC=C(C=C3C2)C#N)C)C=C1 (4-(4-(4-(4-(4-chlorophenoxy)phenyl)-5-propylthiazol-2-yl)piperidin-1-yl)butyl)-1-methyl-1H-indole-5-carbonitrile